CC1=C(C(=C(C1([Hf]C=1CC=2C=C3C(=CC2C1CC(C)C1=CC=CC=C1)C=CC=C3)C)C)C)C Pentamethylcyclopentadienyl-(1-(2-phenylpropyl)-benzo[f]indenyl)hafnium